C(=O)=C1NC=2CCCCC2C=C1C#N 2-carbonyl-1,2,5,6,7,8-hexahydroquinoline-3-carbonitrile